rel-4-((6R,7S)-7-(4-fluoro-2-methoxy-3-methylphenyl)-2,5-dioxaspiro[3.4]octane-6-carboxamido)picolinamide FC1=C(C(=C(C=C1)[C@H]1[C@@H](OC2(COC2)C1)C(=O)NC1=CC(=NC=C1)C(=O)N)OC)C |o1:7,8|